N-Isopropyl-2-(4-(3-(4-(piperazin-1-yl)-3-(trifluoromethyl)phenyl)ureido)phenyl)-1,5-naphthyridine-4-carboxamide C(C)(C)NC(=O)C1=CC(=NC2=CC=CN=C12)C1=CC=C(C=C1)NC(=O)NC1=CC(=C(C=C1)N1CCNCC1)C(F)(F)F